ClC1=C2C(=NC(=C1)OC1=C(C=C(N=N1)C#N)C)N(C=N2)C 6-(7-chloro-3-methyl-3H-imidazo[4,5-b]pyridin-5-yloxy)-5-methyl-pyridazine-3-carbonitrile